CN1C2=C(OCC1)N=CC(=C2C)S(=O)(=O)N2CCC1(C[C@H](CO1)NC[C@@H](COC=1C=C(C=CC1)S(=O)(=O)NC)O)CC2 3-((S)-3-((R)-8-(1,8-dimethyl-2,3-dihydro-1H-pyrido[2,3-b][1,4]oxazin-7-ylsulfonyl)-1-oxa-8-azaspiro[4.5]decan-3-ylamino)-2-hydroxypropoxy)-N-methylbenzenesulfonamide